C(CCCCCCCCCCC\C=C/CCCCCCCC)(=O)OC(CCCCCCCCCCC\C=C/CCCCCCCC)=O cis-13-docosenoic anhydride